3-(2-(bis(methyl-d3)amino)ethyl)-1H-indol-4-yl (S)-3-(aminomethyl)-5-methylhexanoate NC[C@H](CC(=O)OC1=C2C(=CNC2=CC=C1)CCN(C([2H])([2H])[2H])C([2H])([2H])[2H])CC(C)C